CC(C=C)O 3-buten-2-ol